O=C1N(C(C2=CC=CC=C12)=O)N(C(SCC)=O)CCCNC(=N)N S-ethyl (1,3-dioxoisoindolin-2-yl)(3-guanidinopropyl)carbamothioate